6-allylsulfanyl-N,N-bis[(4-methoxyphenyl)methyl]-4-methyl-5-(trifluoromethyl)pyridin-2-amine C(C=C)SC1=C(C(=CC(=N1)N(CC1=CC=C(C=C1)OC)CC1=CC=C(C=C1)OC)C)C(F)(F)F